O=C(CC(CCCCC)=O)O 1,3-dioxooctanol